NCCCCN α,δ-diaminobutane